C(C)C1=C(C=CC(=C1)N1CCN(CC1)C)NC1=NC=C(C(=N1)NCCCN1C(N(CCC1)C)=O)C(F)(F)F 1-(3-((2-((2-ethyl-4-(4-methylpiperazin-1-yl)phenyl)amino)-5-(trifluoromethyl)pyrimidin-4-yl)amino)propyl)-3-methyltetrahydropyrimidin-2(1H)-one